Bromo-6,7-difluoro-1-(tetrahydro-2H-pyran-2-yl)-1H-indazol-5-ol BrC1=NN(C2=C(C(=C(C=C12)O)F)F)C1OCCCC1